1-(1-(4-(6-(3-azabicyclo[3.1.0]hexan-3-yl)pyrazin-2-yl)-1H-1,2,3-triazol-1-yl)ethyl)-4-chloropyridin-2(1H)-one C12CN(CC2C1)C1=CN=CC(=N1)C=1N=NN(C1)C(C)N1C(C=C(C=C1)Cl)=O